BrC1=CC(=C(C(=C1)C)N1N=C2N=C(NC(C2=C1)=O)C1=NC=NC=C1)C 2-(4-bromo-2,6-dimethylphenyl)-6-(pyrimidin-4-yl)-2,5-dihydro-4H-pyrazolo[3,4-d]pyrimidin-4-one